C1(CCCCC1)C[C@@H](C(=O)N[C@H](C=O)CCC(=O)N(C)CC(=O)NCC)NC(OCC1=CC(=CC=C1)Cl)=O 3-chlorobenzyl ((S)-3-cyclohexyl-1-(((S)-5-((2-(ethylamino)-2-oxoethyl)(methyl)amino)-1,5-dioxopentan-2-yl)amino)-1-oxopropan-2-yl)carbamate